methyl 3-([4-[4-(3-aminopropan-amido)-1-methylimidazole-2-amido]-1-methylpyrrol-2-yl]formamido)propanoate NCCC(=O)NC=1N=C(N(C1)C)C(=O)NC=1C=C(N(C1)C)C(=O)NCCC(=O)OC